β-methyl-p-Methylstyrene CC=CC1=CC=C(C=C1)C